C(C)(C)(C)OC(=O)N1CCC(=CC1)C=1N=NC(=CC1N)C1=C(C=CC(=C1)Cl)F 4-[4-amino-6-(5-chloro-2-fluorophenyl)pyridazin-3-yl]-1,2,3,6-tetrahydropyridine-1-carboxylic acid tert-butyl ester